(s,E)-methyl 7-(1-(2-(2-ethylbutylamino)-2-oxoethyl)-2-oxo-1,2-dihydro-pyridin-3-ylamino)-6-(1-methyl-1H-imidazole-5-carboxamido)-7-oxohept-2-enoate C(C)C(CNC(CN1C(C(=CC=C1)NC([C@H](CC/C=C/C(=O)OC)NC(=O)C1=CN=CN1C)=O)=O)=O)CC